6-allyl-8-(2-methylbenzofuran-5-yl)-2H-benzo[b][1,4]oxazine-2,3(4H)-dione C(C=C)C1=CC2=C(OC(C(N2)=O)=O)C(=C1)C=1C=CC2=C(C=C(O2)C)C1